2-(4-(1,4-dioxa-8-azaspiro[4.5]decan-8-yl)phenyl)-6-((2-fluoro-4-(trifluoromethyl)phenyl)carbamoyl)cyclohexane-1-carboxylic acid O1CCOC12CCN(CC2)C2=CC=C(C=C2)C2C(C(CCC2)C(NC2=C(C=C(C=C2)C(F)(F)F)F)=O)C(=O)O